COC=1C=C(N)C=CC1N1N=C(N=C1)C 3-methoxy-4-(3-methyl-1H-1,2,4-triazol-1-yl)aniline